6-(3,6-dihydro-2H-pyran-4-yl)-2-methylquinolin-4-ol O1CCC(=CC1)C=1C=C2C(=CC(=NC2=CC1)C)O